OC1=CC=C(C=C1)C(/C=C/C=1C=C2C=CC(OC2=CC1)=O)=O (E)-6-(3-(4-hydroxyphenyl)-3-oxo-prop-1-ene-1-yl)-2H-chromen-2-one